OCC(=O)N1CCOCC1 hydroxyacetylmorpholine